C(CC[C@@H](C(=O)O)NC(=O)C1=CC=C(NCC=2CNC=3N=C(N)NC(=O)C3N2)C=C1)(=O)[O-] DIHYDROFOLATE